C(C)(C)(C)OC(=O)NS(=O)(=O)N1CCN(CCC1)C1=NC=NC2=CC(=C(C=C12)OC)OS(=O)(=O)C(F)(F)F 4-(4-(N-(t-butoxycarbonyl)sulfamoyl)-1,4-diazepan-1-yl)-6-methoxyquinazolin-7-yl-trifluoromethanesulfonic acid